The molecule is a methanesulfonate (mesylate) salt prepared from equimolar amounts of osimertinib and methanesulfonic acid. Used for treatment of EGFR T790M mutation positive non-small cell lung cancer. It has a role as an antineoplastic agent and an epidermal growth factor receptor antagonist. It contains an osimertinib(1+). CN1C=C(C2=CC=CC=C21)C3=NC(=NC=C3)NC4=C(C=C(C(=C4)NC(=O)C=C)N(C)CCN(C)C)OC.CS(=O)(=O)O